NC1=C(C=C(C(=N1)C1=NC2=C(C(N(C(=C2)C(F)(F)F)OC)=O)N1C)S(=O)(=O)CC)Cl 2-(6-amino-5-chloro-3-ethylsulfonyl-2-pyridyl)-5-methoxy-3-methyl-6-(trifluoromethyl)imidazo[4,5-c]pyridin-4-one